BrC1=CC=C(C=2C1=NSN2)Br 4,7-dibromobenzo[1,2,5]thiadiazole